(1'R,2'R,4'S)-4-(6-Ethoxypyridin-3-yl)-5'-methyl-2'-(prop-1-en-2-yl)-1',2',3',4'-tetrahydro-[1,1'-biphenyl]-2,4',6-triol C(C)OC1=CC=C(C=N1)C=1C=C(C(=C(C1)O)[C@H]1[C@@H](C[C@@H](C(=C1)C)O)C(=C)C)O